ethyl 2-(2-amino-5-chlorothiazol-4-yl)-2,2-difluoroacetate NC=1SC(=C(N1)C(C(=O)OCC)(F)F)Cl